4-(benzylthio)-1-isopropyl-1H-pyrazole C(C1=CC=CC=C1)SC=1C=NN(C1)C(C)C